ethyl-dimethyl-sulfonium C(C)[S+](C)C